(E)-3-(4-(((6-(4-Aminopiperidin-1-yl)-2-(4-cyano-3-fluorophenyl)-3-(3-hydroxy-4-methoxyphenyl)pyridin-4-yl)oxy)methyl)phenyl)-N-hydroxyacrylamide hydrochloride Cl.NC1CCN(CC1)C1=CC(=C(C(=N1)C1=CC(=C(C=C1)C#N)F)C1=CC(=C(C=C1)OC)O)OCC1=CC=C(C=C1)/C=C/C(=O)NO